5-((S or R)-1-(((R)-((R)-7-(1-methyl-1H-pyrazol-4-yl)-1,2,3,4-tetrahydropyrido[2,3-b]pyrazin-3-yl)(phenyl)methyl)amino)propan-2-yl)picolinonitrile CN1N=CC(=C1)C1=CC2=C(N[C@H](CN2)[C@@H](C2=CC=CC=C2)NC[C@@H](C)C=2C=CC(=NC2)C#N)N=C1 |o1:23|